N-{2-[3-(pyridin-3-yl)ureido]ethyl}acetamide N1=CC(=CC=C1)NC(NCCNC(C)=O)=O